N-(4-carbamoyl-2,2-difluoro-6-methyl-1,3-benzodioxol-5-yl)-2-(3-chloro-2-pyridyl)-5-(2,2,2-trifluoroethoxy)pyrazole-3-carboxamide C(N)(=O)C1=C(C(=CC=2OC(OC21)(F)F)C)NC(=O)C=2N(N=C(C2)OCC(F)(F)F)C2=NC=CC=C2Cl